4-((6-bromo-3-fluoropyridin-2-yl)methyl)-1-(3-chloro-2-fluorobenzoyl)-2-methylpiperidine-4-carboxylic acid methyl ester COC(=O)C1(CC(N(CC1)C(C1=C(C(=CC=C1)Cl)F)=O)C)CC1=NC(=CC=C1F)Br